(R)-4,4,4-trifluorobutan-2-amine hydrochloride Cl.FC(C[C@@H](C)N)(F)F